N(C1=CC=CC=C1)C(CSC=1SC2=C(N1)C=CC(=C2)NC(C2=CC=CC=C2)=O)=O N-[2-(2-anilino-2-oxoethyl)sulfanyl-1,3-benzothiazol-6-yl]benzamide